methyl 2-amino-8-methyl-imidazo[1,2-a]-pyrazine-6-carboxylate hydrochloride Cl.NC=1N=C2N(C=C(N=C2C)C(=O)OC)C1